C1(CC1)C=1C=C(C(=O)N=C2NCCN2)C=C(C1NC1=C(C(=CC=C1)C(NC1(CC1)C)=O)F)F 3-cyclopropyl-5-fluoro-4-({2-fluoro-3-[(1-methylcyclopropyl)carbamoyl]phenyl}amino)-N-[imidazolidin-2-ylidene]benzamide